N-(3-(naphthalen-2-yl)phenyl)-5,6,7,8-tetrahydronaphthalen-2-amine C1=C(C=CC2=CC=CC=C12)C=1C=C(C=CC1)NC1=CC=2CCCCC2C=C1